benzyl (2S)-4-(2-chloro-5,6,7,8-tetrahydropyrido[3,4-d]pyrimidin-4-yl)-2-(cyanomethyl)piperazine-1-carboxylate ClC=1N=C(C2=C(N1)CNCC2)N2C[C@@H](N(CC2)C(=O)OCC2=CC=CC=C2)CC#N